O1COC2=C1C=CC(=C2)NCC(=O)NNC(CC(=O)OCC)=N Ethyl 3-(2-(2-(benzo[d][1,3]dioxol-5-ylamino)acetyl)hydrazinyl)-3-iminopropanoate